tert-butyl ((7-(1-((2-chloro-6-fluorobenzyl)((5-(trifluoromethyl)pyridin-2-yl)methyl)carbamoyl)cyclopropyl)-4-oxo-3,4-dihydrophthalazin-1-yl)methyl)carbamate ClC1=C(CN(C(=O)C2(CC2)C2=CC=C3C(NN=C(C3=C2)CNC(OC(C)(C)C)=O)=O)CC2=NC=C(C=C2)C(F)(F)F)C(=CC=C1)F